pyrazolo[5,1-b][1,3]oxazepine-3-sulfonamide N1=CC(=C2OC=CC=CN21)S(=O)(=O)N